2-(4-chlorophenyl)-4-phenyl-6-(3-(9-phenyl-9H-fluoren-9-yl)phenyl)-1,3,5-triazine ClC1=CC=C(C=C1)C1=NC(=NC(=N1)C1=CC=CC=C1)C1=CC(=CC=C1)C1(C2=CC=CC=C2C=2C=CC=CC12)C1=CC=CC=C1